FC(C1=CC(=NN1CC(=O)NC)C(=O)O)F 5-(difluoromethyl)-1-(2-(methylamino)-2-oxoethyl)-1H-pyrazole-3-carboxylic acid